C1CCC2=CC=3CCCC3C=C12 1,2,3,5,6,7-Hexahydro-s-indacen